NC1=CC=CC(=N1)S(=O)(=O)NC(=O)C=1C(=NC(=CC1)C1=CC(=CC(=C1)OCC(C)C)F)NCC1(CC1)CC(C)(C)O N-[(6-Amino-2-pyridyl)sulfonyl]-6-(3-fluoro-5-isobutoxyphenyl)-2-[[1-(2-hydroxy-2-methylpropyl)cyclopropyl]methylamino]pyridin-3-carboxamid